N-(3-cyanophenyl)acetamid C(#N)C=1C=C(C=CC1)NC(C)=O